1-(2,3-dihydro-1,4-benzodioxin-6-yl)ethanone O1CCOC2=C1C=CC(=C2)C(C)=O